6-((2-oxopiperidin-1-yl)methyl)picolinic acid O=C1N(CCCC1)CC1=CC=CC(=N1)C(=O)O